L-Arginin HCl Cl.N[C@@H](CCCNC(N)=N)C(=O)O